α,α-difluoroacetophenone FC(C(=O)C1=CC=CC=C1)F